C(C)(C1=C(C(=CC(=C1)C)C(C)(C)CC)O)C1=C(C(=CC(=C1)C)C(C)(C)CC)O 2,2'-ethylidenebis(4-methyl-6-t-pentylphenol)